C1(CCCCC1)C1=CN=C(S1)N1C([C@]2(N(CCNC2)CC1)C)=O (S)-8-(5-Cyclohexylthiazol-2-yl)-9a-methyl-9-oxooctahydro-2H-pyrazino[1,2-a]pyrazin